5-(4-((5-(difluoromethyl)-3-ethyl-2,4-dioxo-1,2,3,4-tetrahydroquinazolin-7-yl)methyl)piperazin-1-yl)-N,6-dimethylpyridineamide FC(C1=C2C(N(C(NC2=CC(=C1)CN1CCN(CC1)C=1C=CC(=NC1C)C(=O)NC)=O)CC)=O)F